The molecule is a pentacyclic triterpenoid that is urs-12-ene substituted by hydroxy groups at positions 1, 2, 3 and 23 and a carboxy group at position 28 (the 1beta,2alpha,3alpha stereoisomer). Isolated from Weigela subsessilis, it exhibits anticomplement activity against complement induced hemolysis. It has a role as a metabolite. It is a pentacyclic triterpenoid, a monocarboxylic acid and a tetrol. It derives from a hydride of an ursane. C[C@@H]1CC[C@@]2(CC[C@@]3(C(=CC[C@H]4[C@]3(CC[C@@H]5[C@@]4([C@@H]([C@H]([C@H]([C@@]5(C)CO)O)O)O)C)C)[C@@H]2[C@H]1C)C)C(=O)O